1,1'-dihydroxy-3,3'-dinitro-5,5'-bi-1,2,4-triazole dipotassium salt [K].[K].ON1N=C(N=C1C1=NC(=NN1O)[N+](=O)[O-])[N+](=O)[O-]